The molecule is a organic thiophosphate that is the ethyl ester of S-{2-[di(propan-2-yl)amino]ethyl} O hydrogen methylphosphonothioate. A toxic nerve agent used in chemical warfare. It has a role as an EC 3.1.1.7 (acetylcholinesterase) inhibitor and a neurotoxin. It is an organic thiophosphate and a tertiary amino compound. CCOP(=O)(C)SCCN(C(C)C)C(C)C